(R)-4-Oxopiperidine-1,2-dicarboxylic acid 2-benzyl 1-(tert-butyl) ester C(C)(C)(C)OC(=O)N1[C@H](CC(CC1)=O)C(=O)OCC1=CC=CC=C1